(2S)-2-[[(1S)-1-carboxy-3-methylbutyl]carbamoylamino]pentanedioic acid C(=O)(O)[C@H](CC(C)C)NC(=O)N[C@H](C(=O)O)CCC(=O)O